(S)-3-nitro-N-(2-((1-(4-nitrophenyl)ethyl)amino)pyrimidin-4-yl)benzenesulfonamide [N+](=O)([O-])C=1C=C(C=CC1)S(=O)(=O)NC1=NC(=NC=C1)N[C@@H](C)C1=CC=C(C=C1)[N+](=O)[O-]